N1=CC=CC2=CC3=CC4=CC=CC=C4C=C3C=C12 azatetracene